1,4,8,11-tetrazacyclotetradecane N1CCNCCCNCCNCCC1